NC=1N=C(N(N1)C1=NC=C(C=C1)Cl)[C@@H](C)NC(C1=CC(=CC(=C1)C(F)(F)F)Cl)=O |r| racemic-N-[1-[5-amino-2-(5-chloro-2-pyridyl)-1,2,4-triazol-3-yl]ethyl]-3-chloro-5-(trifluoromethyl)benzamide